C(C=C)(=O)N1CC(C1)(C1=C(C(=CC=C1F)Cl)Cl)NC1=CC=C2C=CN(C(C2=C1)=O)C(C)C 7-((1-Acryloyl-3-(2,3-dichloro-6-fluorophenyl)azetidin-3-yl)amino)-2-isopropylisoquinolin-1(2H)-one